tert-butyl ((1R,4R)-4-(hydroxymethyl)cyclohexyl)carbamate CC(C)(C)OC(=O)NC1CCC(CC1)CO